5-(2-phenyl-pyrazolo[1,5-a]pyridin-3-yl)-1H-pyrazolo[3,4-c]pyridazin-3-ylamine C1(=CC=CC=C1)C1=NN2C(C=CC=C2)=C1C=1C=C2C(=NN1)NN=C2N